F[C@H]1CN(CC1)C1=CC=C(C=N1)C=1SC2=C(C=NC(=C2)N2CCN(CC2)C(=O)OC(C)(C)C)N1 tert-butyl (R)-4-(2-(6-(3-fluoropyrrolidin-1-yl)pyridin-3-yl)thiazolo[4,5-c]pyridin-6-yl)piperazine-1-carboxylate